BrC=1C=CC(=NC1OC[C@H]1[C@H](C1)CO[Si](C)(C)C(C)(C)C)C(=O)NC(C(=O)OCC)(CC)CC |r| (Rac)-cis-ethyl 2-(5-bromo-6-((2-(((tertbutyldimethylsilyl)oxy)methyl)cyclopropyl)methoxy)picolinamido)-2-ethylbutanoate